myristyl chloroformate ClC(=O)OCCCCCCCCCCCCCC